2-diazo-2-benzenesulfonyl-acetic acid cyclohexyl ester C1(CCCCC1)OC(C(S(=O)(=O)C1=CC=CC=C1)=[N+]=[N-])=O